5-hydroxyhexanoate OC(CCCC(=O)[O-])C